5-(4-methylquinolin-6-yl)-6-(pyridin-4-yl)tetrazolo[1,5-a]pyrazin-8-amine CC1=CC=NC2=CC=C(C=C12)C1=C(N=C(C=2N1N=NN2)N)C2=CC=NC=C2